tert-butyl (3R,4S)-4-{[5-chloro-7-(3-hydroxy-3-methylbutan-2-yl)imidazo[4,3-f][1,2,4]triazin-2-yl]amino}-3-fluoropiperidine-1-carboxylate ClC=1N=C(N2N=C(N=CC21)N[C@@H]2[C@@H](CN(CC2)C(=O)OC(C)(C)C)F)C(C)C(C)(C)O